BrCC([C@H](C1CCC(CC1)(F)F)NC(OCC1=CC=CC=C1)=O)=O benzyl N-[(1S)-3-bromo-1-(4,4-difluorocyclohexyl)-2-oxopropyl]carbamate